rac-(1S*,2S*)-N-(6-chloropyrimidin-4-yl)-2-(3-cyclopropylphenyl)cyclopropane-1-carboxamide ClC1=CC(=NC=N1)NC(=O)[C@@H]1[C@H](C1)C1=CC(=CC=C1)C1CC1 |r|